N(=NC(C(=O)N)(C)C)C(C(=O)N)(C)C 2,2'-azobis(2-methyl-propionamide)